4-(4-((1-methylethyl)sulfonamido)phenyl)-1H-pyrrolo[2,3-b]pyridin CC(C)S(=O)(=O)NC1=CC=C(C=C1)C1=C2C(=NC=C1)NC=C2